OCCN(C1=CC2=C(N(C(=N2)CC[C@@H](C(=O)N[C@H](C(=O)OCC)CC(C)C)NC(=O)OC(C)(C)C)C)C=C1)CCO ethyl (2S)-2-[[(2S)-4-[5-[bis(2-hydroxyethyl)amino]-1-methyl-benzimidazol-2-yl]-2-(tert-butoxycarbonylamino)butanoyl]amino]-4-methyl-pentanoate